cyclopropyl(4-(4-(2-((1-methyl-1H-pyrazol-4-yl)amino)pyrimidin-4-yl)-1H-pyrazol-1-yl)piperidin-1-yl)ketone C1(CC1)C(=O)N1CCC(CC1)N1N=CC(=C1)C1=NC(=NC=C1)NC=1C=NN(C1)C